CN1N=C(C2=CC=C(C=C12)C=O)C1=C(C=CC=C1)C 1-methyl-3-(o-tolyl)-1H-indazole-6-carbaldehyde